C1(=CC=CC=C1)S(=O)(=O)C1C(C2=CC=C(C=C2CC1)C(F)(F)F)=O 2-(phenylsulfonyl)-6-(trifluoromethyl)-3,4-dihydronaphthalen-1(2H)-one